rac-5-[4-[2-[2-[3-[3-amino-6-(2-hydroxyphenyl)pyridazin-4-yl]-3,8-diazabicyclo[3.2.1]octan-8-yl]phenoxy]ethyl]piperazin-1-yl]-2-(2,6-dioxo-3-piperidyl)isoindoline-1,3-dione NC=1N=NC(=CC1N1CC2CCC(C1)N2C2=C(OCCN1CCN(CC1)C=1C=C3C(N(C(C3=CC1)=O)C1C(NC(CC1)=O)=O)=O)C=CC=C2)C2=C(C=CC=C2)O